2-(2,6-dioxopiperidin-3-yl)-N-(7-methoxy-5,6,7,8-tetrahydroquinolin-3-yl)-1-oxoisoindoline-5-carboxamide O=C1NC(CCC1N1C(C2=CC=C(C=C2C1)C(=O)NC=1C=NC=2CC(CCC2C1)OC)=O)=O